propyl-L-arginyl-L-glycinamide C(CC)N[C@@H](CCCNC(N)=N)C(=O)NCC(=O)N